FCC([C@H](CC(=O)OC)NC(=O)[C@@]1(CC(=NO1)C1=NC=CC2=CC=CC=C12)C(C)C)(OC)OC methyl (S)-5-fluoro-3-((R)-5-isopropyl-3-(isoquinolin-1-yl)-4,5-dihydroisoxazole-5-carboxamido)-4,4-dimethoxypentanoate